NC1(CCN(CC1)C=1N=C(C2=C(N1)NC=C2C2=C(C1=C(N(N=C1C=C2)C)Cl)Cl)C#N)C2=CC=CC=C2 2-(4-amino-4-Phenylpiperidin-1-yl)-5-(3,4-dichloro-2-methyl-2H-indazol-5-yl)-7H-pyrrolo[2,3-d]pyrimidine-4-Nitrile